4-fluoro-3-(4,4,5,5-tetramethyl-1,3,2-dioxaborolan-2-yl)phenyl-7H-imidazo[4,5-c]pyridazine FC1=C(C=C(C=C1)C1=CC2=C(N=N1)NC=N2)B2OC(C(O2)(C)C)(C)C